NC1=C2C(=NC=N1)N(N=C2C2=CC=C(C=C2)OC2=CC=CC=C2)[C@H]2CN(CCC2)C(CS(=O)(=O)C2=CC=CC=C2)=O (R)-1-(3-(4-amino-3-(4-phenoxyphenyl)-1H-pyrazolo[3,4-d]pyrimidin-1-yl)piperidin-1-yl)-2-(phenylsulfonyl)ethan-1-one